C1(CC1)N1N=CC(=C1CO[C@H]1[C@@H]2CN[C@H](C1)C2)C2=C(C=CC=C2Cl)Cl (1S,4S,5R)-5-[1-cyclopropyl-4-(2,6-dichlorophenyl)-1H-pyrazol-5-yl]Methoxy-2-azabicyclo[2.2.1]Heptane